C(C)(C)(C)C1=NC(=CC=C1C=1CCNCC1)C=1N(C=C(C1)C(=O)OC)C tert-butyl-6-[4-(methoxycarbonyl)-1-methylpyrrol-2-yl]-3',6'-dihydro-2'H-[3,4'-bipyridine]